CC(C(CCC(=O)O)=C)CCC=C(C)C.C(CCCCCCCCCCCCCCCCCCCCCCCCCCCCC)C1=C(C=CC=C1)[N+](=O)[O-] triacontyl-nitrobenzene 3,7-dimethyl-2-methylene-oct-6-enyl-acetate